tert-Butylbenzenethiol CC(C)(C)C1=CC=CC=C1S